The molecule is a glycoside that consists of alpha-D-galactosyl-(1->4)-beta-D-galactose having a 2-(2-methoxycarbonylethylthio)ethyl (CETE) moiety attached to the reducing end anomeric centre. It is a glycoside, a carbohydrate acid ester, an aliphatic sulfide, a disaccharide derivative and a methyl ester. COC(=O)CCSCCO[C@H]1[C@@H]([C@H]([C@H]([C@H](O1)CO)O[C@@H]2[C@@H]([C@H]([C@H]([C@H](O2)CO)O)O)O)O)O